tert-butyl 5-formyl-7-nitro-2-phenyl-1H-indole-1-carboxylate {tert-butyl 5-formyl-7-nitro-2-phenyl-1H-indole-1-carboxylate} C(C)(C)(C)C1=C(N(C2=C(C=C(C=C12)C=O)[N+](=O)[O-])C(=O)O)C1=CC=CC=C1.C(=O)C=1C=C2C=C(N(C2=C(C1)[N+](=O)[O-])C(=O)OC(C)(C)C)C1=CC=CC=C1